Propylbis(trimethylsiloxy)methylsilane C(CC)[SiH2]C(O[Si](C)(C)C)O[Si](C)(C)C